COCCCC=1C=C(C(=NC1)C=1C=C2COC(C2=CC1)=O)N1CCC(CC1)C(=O)OCC1=CC=CC=C1 Benzyl 1-(5-(3-methoxypropyl)-2-(1-oxo-1,3-dihydroisobenzofuran-5-yl)pyridin-3-yl)piperidine-4-carboxylate